sodium allylthioglutamate C(C=C)N[C@@H](CCC(=O)[O-])C(=S)[O-].[Na+].[Na+]